C(C)(C)(C)OC(=O)N1CCC(CC1)(C)C(=O)ON1C(C2=CC=CC=C2C1=O)=O 4-{[(1,3-Dioxo-1,3-dihydro-2H-isoindol-2-yl)oxy]carbonyl}-4-methylpiperidine-1-carboxylic acid tert-butyl ester